CC1CN(CCN1C(=O)C1CCOCC1)CC=1C=C(C=CC1)NS(=O)(=O)C1=CC=CC=C1 N-(3-((3-methyl-4-(tetrahydro-2H-pyran-4-carbonyl)piperazin-1-yl)methyl)phenyl)benzenesulfonamide